The molecule is a long-chain fatty acid ethyl ester resulting from the formal condensation of the carboxy group of stearidonic acid with the hydroxy group of ethanol. It derives from an all-cis-octadeca-6,9,12,15-tetraenoic acid. CC/C=C\\C/C=C\\C/C=C\\C/C=C\\CCCCC(=O)OCC